FC(OC1=NC2=CC(=CC(=C2N=C1)C=1SC(=CN1)C1=C(C=CC=C1)O)C)F 2-(2-(2-(difluoromethoxy)-7-methylquinoxalin-5-yl)thiazol-5-yl)phenol